2-(2-methoxy-5-methylphenyl)-4,4-dimethyltetrahydrofuran-2-carboxylic acid COC1=C(C=C(C=C1)C)C1(OCC(C1)(C)C)C(=O)O